1-benzyl-3-butylimidazole chloride salt [Cl-].C(C1=CC=CC=C1)N1CN(C=C1)CCCC